NC1=NC2=NC=C(N=C2C(=N1)N)CNC1=CC=C(C(=O)NC(C(=O)O)CCC)C=C1 2-(4-(((2,4-diaminopteridin-6-yl)methyl)amino)benzamido)pentanoic acid